O1[C@@H](CNCCC1)CO (2S)-1,4-oxaazepan-2-yl-methanol